C(C)C=1C(=CC=2C(C3=CC=CC=C3SC2C1)=O)OCC1CO1 3-ethyl-2-(glycidoxy)thioxanthone